NC=1C=C(C=CC1C)C(C(F)(F)F)(C(F)(F)F)C1=CC(=C(C=C1)C)N 2,2-BIS(3-amino-4-methylphenyl)-hexafluoropropane